6-(8-fluoro-2-methylimidazo[1,2-a]pyridin-6-yl)-2-[(piperidin-4-yl)oxy][1,3]thiazolo[4,5-c]pyridine FC=1C=2N(C=C(C1)C1=CC3=C(C=N1)N=C(S3)OC3CCNCC3)C=C(N2)C